tert-butyl (S)-(1-(5-(2-chloro-4-(1-methyl-1,2,3,6-tetrahydropyridin-4-yl)phenyl)-3-methylthiophene-2-carbonyl)pyrrolidin-3-yl)carbamate ClC1=C(C=CC(=C1)C=1CCN(CC1)C)C1=CC(=C(S1)C(=O)N1C[C@H](CC1)NC(OC(C)(C)C)=O)C